(M)-6-chloro-7-(2-fluorophenyl)-1-(2-isopropyl-4-methylpyridin-3-yl)pyrido[2,3-d]Pyrimidine-2,4(1h,3h)-dione ClC1=CC2=C(N(C(NC2=O)=O)C=2C(=NC=CC2C)C(C)C)N=C1C1=C(C=CC=C1)F